[F-].C(CCCCCC)[NH+]1C=C(C=C1)CCC 1-heptyl-3-propylpyrrolium fluoride